(2S)-4-[5,6-bis(3-hydroxypropoxy)-1-benzothien-2-yl]-2-methyl-4-oxobutanoic acid methyl ester COC([C@H](CC(=O)C=1SC2=C(C1)C=C(C(=C2)OCCCO)OCCCO)C)=O